1-[2-(benzyloxy)-1-[2-(2,2,2-trifluoroethoxy)pyridin-4-yl]ethyl]-3-{spiro[3.3]heptan-2-yl}urea C(C1=CC=CC=C1)OCC(C1=CC(=NC=C1)OCC(F)(F)F)NC(=O)NC1CC2(C1)CCC2